2-(dichloromethyl)-2-methyl-1,3-dioxole ClC(C1(OC=CO1)C)Cl